bis-[4-(3-aminophenoxy)phenyl]propane NC=1C=C(OC2=CC=C(C=C2)C(C)(C)C2=CC=C(C=C2)OC2=CC(=CC=C2)N)C=CC1